1-chloro-2-nitrobenzene ClC1=C(C=CC=C1)[N+](=O)[O-]